3,3-dimethyl-4-oxo-1-oxa-8-azaspiro[4.5]decane-8-carboxylic acid tert-butyl ester C(C)(C)(C)OC(=O)N1CCC2(C(C(CO2)(C)C)=O)CC1